2-amino-9-((2S,4aR,6R,7aS)-2-(((4S,5S)-5-(benzyloxy)-1,2-dithian-4-yl)oxy)-2-oxidotetrahydro-4H-furo[3,2-d][1,3,2]dioxaphosphinin-6-yl)-1,9-dihydro-6H-purine-6-thione NC=1NC(C=2N=CN(C2N1)[C@H]1C[C@@H]2O[P@@](OC[C@H]2O1)(=O)O[C@@H]1CSSC[C@H]1OCC1=CC=CC=C1)=S